CC1=CC=NC=N1 6-methyl-pyrimidine